β-Oxynaphthoic acid C1=CC=C2C=C(C(=CC2=C1)C(=O)O)O